Calcium-Barium [Ba].[Ca]